N-2-mercaptoethyl-1,3-diaminopropane SCCNCCCN